CC1=NC=C(C=N1)C(=O)OC1CN(C1)C=1N=C(C2=C(N1)CC[S+]2[O-])N(C2CCOCC2)C [1-[4-[methyl(tetrahydropyran-4-yl)amino]-5-oxido-6,7-dihydro-thieno[3,2-d]pyrimidin-5-ium-2-yl]azetidin-3-yl] 2-methylpyrimidine-5-carboxylate